BrC=1C=CC(=NC1)N(C)[C@@H](C)C1=CC=C(C=C1)N1N=CC(=C1)F (S)-5-bromo-N-(1-(4-(4-fluoro-1H-pyrazol-1-yl)phenyl)ethyl)-N-methylpyridin-2-amine